C12C(CC(CC1)N2)NC(OC(C)(C)C)=O racemic-endo-tert-butyl (7-azabicyclo[2.2.1]heptan-2-yl)carbamate